COC1=CC=C(C=C1)CN1C(C2=CC=CC=C2C1=O)=O 2-[(4-methoxyphenyl)methyl]isoindole-1,3-dione